2-THIOXOTHIAZOLIDINE-4-ONE S=C1SCC(N1)=O